FC(C(=O)OCC=CC)=C 2-butenyl 2-fluoroacrylate